C1NCCC2=CC=C(C=C12)NC1=NC=C(C(=N1)NCCCN1C(CCCC1)=O)C(F)(F)F 1-[3-[[2-(1,2,3,4-tetrahydroisoquinolin-7-ylamino)-5-(trifluoromethyl)pyrimidin-4-yl]amino]propyl]piperidin-2-one